tert-butyl 4-(5-(6-ethoxy-2-methyl-2H-indazole-5-carboxamido) pyrazin-2-yl)-2,2-dimethylpiperazine-1-carboxylate C(C)OC=1C(=CC2=CN(N=C2C1)C)C(=O)NC=1N=CC(=NC1)N1CC(N(CC1)C(=O)OC(C)(C)C)(C)C